(S)-1-((R)-8-(1,4-dimethyl-1,2,3,4-tetrahydropyrido[3,2-b]pyrazin-7-ylsulfonyl)-1-oxa-8-azaspiro[4.5]decan-3-ylamino)-3-(3-(1-(hydroxymethyl)cyclopropylsulfonyl)phenoxy)propan-2-ol CN1C2=C(N(CC1)C)N=CC(=C2)S(=O)(=O)N2CCC1(C[C@H](CO1)NC[C@@H](COC1=CC(=CC=C1)S(=O)(=O)C1(CC1)CO)O)CC2